FC=1C=C(OC2=CC(=NC=N2)N)C=CC1F 6-(3,4-difluorophenoxy)pyrimidin-4-amine